C1=CC=C2C(=C1)C=CC=C2CC(=O)N Naphthaleneacetamide